tert-butyl (R)-6-(pyridin-3-yl)-4-azaspiro[2.4]heptane-4-carboxylate N1=CC(=CC=C1)[C@@H]1CN(C2(CC2)C1)C(=O)OC(C)(C)C